CN(C)CC1=CC=CC2=CC=CC(=C12)CN(C)C 1,8-bisdimethylaminomethyl-naphthalene